CS(=O)(=O)OCC1CC(C1)N1N=C2C=NC(=CC2=C1)NC(=O)C1=NC(=CC=C1)C(F)(F)F [3-[5-[[6-(Trifluoromethyl)pyridine-2-carbonyl]amino]pyrazolo[3,4-c]pyridin-2-yl] cyclobutyl]methyl methanesulfonate